C(C)(=O)C1=C(C=C2CC(N3C(C2=C1)=CC(C(=C3)C(=O)OCC)=O)C(C)C)C=3OC=CC3 ethyl 10-acetyl-9-(furan-2-yl)-6-isopropyl-2-oxo-6,7-dihydro-2H-pyrido[2,1-a]isoquinoline-3-carboxylate